3-((3-bromophenyl)(4-methyl-4H-1,2,4-triazol-3-yl)methyl)cyclobutan-1-ol BrC=1C=C(C=CC1)C(C1CC(C1)O)C1=NN=CN1C